1-(hex-5-en-1-yloxy)-2-(trifluoromethyl)benzene C(CCCC=C)OC1=C(C=CC=C1)C(F)(F)F